(2R,3R,4R,5S)-2-(hydroxymethyl)-1-(((R)-1-(4-(trifluoromethyl)pyridin-3-yl)piperidin-3-yl)methyl)piperidine-3,4,5-triol OC[C@H]1N(C[C@@H]([C@H]([C@@H]1O)O)O)C[C@@H]1CN(CCC1)C=1C=NC=CC1C(F)(F)F